4-fluoro-N-[(1s,4s)-4-{[2-(trifluoromethyl)-5,6,7,8-tetrahydroquinazolin-4-yl]amino}cyclohexyl]benzamide FC1=CC=C(C(=O)NC2CCC(CC2)NC2=NC(=NC=3CCCCC23)C(F)(F)F)C=C1